NC1=C2C(=NC=N1)N(N=C2C2=CC=C(C=C2)OC2=CC=CC=C2)C2CCN(CC2)CC2=CC(=C(N=N2)C2C(NC(CC2)=O)=O)F 3-(6-((4-(4-amino-3-(4-phenoxyphenyl)-1H-pyrazolo[3,4-d]pyrimidin-1-yl)piperidin-1-yl)methyl)-4-fluoropyridazin-3-yl)piperidine-2,6-dione